methyl 5-((tert-butoxycarbonyl) amino)-2-cyanobenzoate C(C)(C)(C)OC(=O)NC=1C=CC(=C(C(=O)OC)C1)C#N